OC1=C(N=C(N(C1=O)C)N1[C@@H](C2=CC(=CC=C2CC1)C(=O)N)C1=CC=CC=C1)C(NC=1C=NOC1)=O (1R)-2-{5-hydroxy-1-methyl-4-[(1,2-oxazol-4-yl)carbamoyl]-6-oxopyrimidin-2-yl}-1-phenyl-3,4-dihydro-1H-isoquinoline-7-carboxamide